FC(CNC1=CC(=C(C(=O)OC)C=C1[N+](=O)[O-])F)F Methyl 4-((2,2-difluoroethyl) amino)-2-fluoro-5-nitrobenzoate